(R)-6-fluoro-5-(4-((9-fluoro-3-methyl-2-oxo-2,3-dihydro-1H-pyrrolo[1,2,3-de]quinoxalin-8-yl)methyl)piperazin-1-yl)-N-methylpyridinecarboxamide FC1=C(C=CC(=N1)C(=O)NC)N1CCN(CC1)CC=1C=C2C=3N([C@@H](C(NC3C1F)=O)C)C=C2